O1COCC2=C1C=CC(=C2)C(N2CCC1(CCN(CC1)C(=O)N1N=C(N=C1)C#N)CC2)C2=CC1=C(OCOC1)C=C2 1-(9-(bis(4H-benzo[d][1,3]dioxin-6-yl)methyl)-3,9-diazaspiro[5.5]undecane-3-carbonyl)-1H-1,2,4-triazole-3-carbonitrile